ClC1=C(C=CC=C1)CC(=O)NC1=CC(=C(C=C1)OC=1C=NC(=CC1)C(F)(F)F)S(N)(=O)=O 2-(2-chlorophenyl)-N-(3-sulfamoyl-4-{[6-(trifluoromethyl)pyridin-3-yl]oxy}phenyl)-acetamide